C(C)(=O)C1=NN(C2=CC=C(C=C12)C=1C=NC(=NC1)C)CC(=O)N1[C@@H](C[C@H](C1)F)C(=O)NC=1C=C2C=CC=C(C2=CC1)S(=O)(=O)O 6-((2S,4R)-1-(2-(3-acetyl-5-(2-methylpyrimidin-5-yl)-1H-indazol-1-yl)acetyl)-4-fluoropyrrolidine-2-carboxamido)naphthalene-1-sulfonic acid